perfluoro-1,4-dioxane FC1(OC(C(OC1(F)F)(F)F)(F)F)F